FC=1C=CC(=C(C1)O)N1CCN(CC1)CCOC1=CC2=C(N(C=N2)C2CC(C2)(C)O)C(=C1)C(F)(F)F 5-fluoro-2-(4-{2-[1-(3-hydroxy-3-methylcyclobutyl)-7-(trifluoromethyl)-1H-1,3-benzimidazol-5-yloxy]ethyl}-1-piperazinyl)phenol